N-(2-((R)-4-Cyanothiazolidin-3-yl)-2-oxoethyl)-6-((3S,4S)-3,4-difluoropyrrolidin-1-yl)quinoline-4-carboxamide C(#N)[C@H]1N(CSC1)C(CNC(=O)C1=CC=NC2=CC=C(C=C12)N1C[C@@H]([C@H](C1)F)F)=O